NC1CCC(CC1)N(C1=C2CN(C(C2=CC=C1)=O)C1C(NC(CC1)=O)=O)C1CCC(CC1)C 3-(4-(((1r,4R)-4-aminocyclohexyl)((1s,4S)-4-methylcyclohexyl)amino)-1-oxoisoindolin-2-yl)piperidine-2,6-dione